CC1=NN(C2=C1C=NC(=C2)NC(C)=O)C(C2=CC=CC=C2)(C2=CC=CC=C2)C2=CC=CC=C2 N-(3-methyl-1-trityl-1H-pyrazolo[4,3-c]pyridin-6-yl)acetamide